C(C)N(C1=NC(=CC=C1[N+](=O)[O-])OC)CC1=CN=C(S1)CC N-ethyl-N-((2-ethylthiazol-5-yl)methyl)-6-methoxy-3-nitropyridin-2-amine